CNC1=CC=CC=C1C(=O)O[C@@H]2[C@H](O[C@H]([C@@H]2O)N3C=NC4=C(N=CN=C43)N)COP(=O)(O)OP(=O)(O)O The molecule is a purine ribonucleoside 5'-diphosphate that is ADP substituted at position 3' by an N-methylanthraniloyl group. It derives from a N-methylanthranilic acid and an ADP.